4-bromo-1-(2,2-difluorocyclopropyl)-2-iodobenzene BrC1=CC(=C(C=C1)C1C(C1)(F)F)I